N-(3-(1H-1,2,4-triazol-3-ylthio)-4-hydroxynaphthalen-1-yl)-4-methoxybenzenesulfonamide N1N=C(N=C1)SC=1C=C(C2=CC=CC=C2C1O)NS(=O)(=O)C1=CC=C(C=C1)OC